butoxycarbonyl-(pyrrolidin-2-yl)acetic acid C(CCC)OC(=O)C(C(=O)O)C1NCCC1